S1C(=NC=2N=CN=CC21)C(=O)N thiazolo[4,5-d]pyrimidine-2-carboxamide